COC1=C2C=C(NC2=CC=C1)C(=O)N[C@@H](CC(C)C)C(=O)N[C@H](C(CN(C(O)=O)CCN(C)C)=O)C[C@H]1C(NCC1)=O.O1COC2=C1C=CC(=C2)C=2C=C(C=CC2Br)C=O 3-benzodioxolan-5-yl-(4-bromophenyl)methanone (3S)-3-({N-[(4-methoxy-1H-indol-2-yl)carbonyl]-L-leucyl}amino)-2-oxo-4-[(3S)-2-oxopyrrolidin-3-yl]butyl-[2-(dimethylamino)ethyl]carbamate